(4-(4-(benzo[d]thiazol-5-ylamino)quinolin-7-yl)-2-fluorophenyl)(hexahydropyrrolo[3,4-c]pyrrol-2(1H)-yl)methanone S1C=NC2=C1C=CC(=C2)NC2=CC=NC1=CC(=CC=C21)C2=CC(=C(C=C2)C(=O)N2CC1CNCC1C2)F